C(C)(C)(C)C=1C=C(C(=C(C1)C1=CC=CC=C1)NC=1C=CC=2C3(C4=CC=CC=C4C2C1)C1=CC=CC=C1C=1C=CC=CC13)C1=CC=CC=C1 N-(5'-(tert-butyl)-[1,1':3',1''-terphenyl]-2'-yl)-9,9'-spirobi[fluoren]-3-amine